ClC1=C(O)C(C)=CC=C1C(C)C chlorocarvacrol